C(C1=CC=CC=C1)(=O)C=1C=C(\C=C/2\C(N\C(\C(N2)=O)=C(\[2H])/C=2N=CNC2C(C)(C)C)=O)C=CC1 (3z,6z)-3-(3-benzoylbenzylidene)-6-((5-(tert-butyl)-1H-imidazol-4-yl)methylene-d)piperazine-2,5-dione